(6-methoxy-3-(1-methyl-1H-pyrazol-4-yl)-1H-pyrazolo[4,3-b]pyridin-5-yl)2,3-dihydro-1H-inden-2-d-2-ol COC=1C=C2C(=NC1C1C(CC3=CC=CC=C13)(O)[2H])C(=NN2)C=2C=NN(C2)C